methacryloyloxyethyltrimethylammonium C(C(=C)C)(=O)OCC[N+](C)(C)C